1-carboxymethylamino-adamantane C(=O)(O)CNC12CC3CC(CC(C1)C3)C2